C(=C)C(N1N(N1C)C)(C=C)C=C trivinyltrimethylcyclotriazane